6-(5,6,7,8-tetrahydro-1,6-naphthyridin-2-ylamino)pyrazolo[3,4-d]Pyrimidin-3-one N1=C(C=CC=2CNCCC12)NC1=NC=C2C(=N1)N=NC2=O